3-(2-(ethyl (propyl) amino) ethyl)-1H-indol-5-yl propionate C(CC)(=O)OC=1C=C2C(=CNC2=CC1)CCN(CCC)CC